4-[1-(quinolin-8-ylsulfonyl)-2,3-dihydro-1H-pyrrolo[2,3-c]pyridin-4-yl]benzonitrile N1=CC=CC2=CC=CC(=C12)S(=O)(=O)N1CCC=2C1=CN=CC2C2=CC=C(C#N)C=C2